4-(4-bromo-3-chlorophenyl)-1H-pyrazole-1-carboxylic acid tert-butyl ester C(C)(C)(C)OC(=O)N1N=CC(=C1)C1=CC(=C(C=C1)Br)Cl